Butyl p-tolyl sulfide CCCCSC1=CC=C(C=C1)C